C(C1=CC=CC=C1)[C@H]1N([C@@H]2CC[C@H]1C2)C2=CC(=CC(N2)=O)N2CCOCC2 6-((1R,3R,4S)-3-benzyl-2-azabicyclo[2.2.1]heptan-2-yl)-4-morpholinopyridin-2(1H)-one